FCCC(C(=O)N)OC1=CC(=C(C(=C1)C)CC1=CC(=C(C=C1)O)C(C)C)C (2-fluoroethyl)-2-(4-(4-hydroxy-3-isopropylbenzyl)-3,5-dimethylphenoxy)acetamide